3-(4-ethoxyphenyl)-1-(2-hydroxyethyl)-1-((6-methyl-2-oxo-1,2-dihydro-1,7-naphthyridin-3-yl)methyl)urea C(C)OC1=CC=C(C=C1)NC(N(CC=1C(NC2=CN=C(C=C2C1)C)=O)CCO)=O